3-[(dimethylphenylsilyl)oxy]-1,1,1,3,5,5,5-heptamethyltrisiloxane C[Si](O[Si](O[Si](C)(C)C)(O[Si](C)(C)C)C)(C1=CC=CC=C1)C